3-Fluoro-2-(6-(((tetrahydro-2H-pyran-4-yl)amino)methyl)pyridazin-3-yl)-5-(trifluoromethyl)phenol FC=1C(=C(C=C(C1)C(F)(F)F)O)C=1N=NC(=CC1)CNC1CCOCC1